6-(((1S,2S,4S)-2-(dimethyl-amino)-4-(6-(trifluoromethyl)-pyridin-2-yl)cyclohexyl)oxy)-2-methyl-N-(pyrimidin-4-yl)pyridine-3-sulfonamide CN([C@@H]1[C@H](CC[C@@H](C1)C1=NC(=CC=C1)C(F)(F)F)OC1=CC=C(C(=N1)C)S(=O)(=O)NC1=NC=NC=C1)C